FC1=C(CN2N(C3=CC(=CC(=C3C2=O)OC)C(=O)O)C[C@H]2OCC2)C=C(C(=C1)C1=NC(=CC=C1)OCC=1SC(=CN1)Br)F (S)-2-(2,5-difluoro-4-(6-((5-bromothiazol-2-yl)methoxy)pyridin-2-yl)-benzyl)-4-methoxy-1-((oxetan-2-yl)methyl)-3-oxo-2,3-dihydro-1H-indazole-6-carboxylic acid